NC1=C2C(=NC=N1)N(N=C2C2=CC=C(C=C2)O)CC2=NC1=CC=CC(=C1C(N2CC2=CC(=CC=C2)OC)=O)C#C 2-((4-Amino-3-(4-hydroxyphenyl)-1H-pyrazolo[3,4-d]pyrimidin-1-yl)methyl)-5-ethynyl-3-(3-methoxybenzyl)quinazolin-4(3H)-one